N~2~-[1-(difluoromethyl)-5-methyl-1H-pyrazol-4-yl]-6-fluoro-7-(8-methyl-2,3-dihydro-1H-pyrido[2,3-b][1,4]oxazin-7-yl)quinazoline-2,5-diamine FC(N1N=CC(=C1C)NC1=NC=2C=C(C(=C(C2C=N1)N)F)C1=C(C2=C(OCCN2)N=C1)C)F